CN(CCN(CCCCCCCC(=O)OC(CCCCCCCCF)CCCCCCCC)CCCCCCCC(=O)OCCCCCCCCC(C)C)C 9-fluoro-1-octylnonyl 8-{[2-(dimethylamino)ethyl][7-(9-methyldecyloxycarbonyl)heptyl]amino}octanoate